C(C)OC=1C=C(C=NC1)C=1C=C(SC1)C(=O)N1CCN(CC1)C1=CC=C(N=N1)C(=O)NS(=O)(=O)C1=CC(=C(C=C1)NCCSC1=CC=CC=C1)C(F)(F)F 6-[4-[4-(5-Ethoxypyridin-3-yl)thiophene-2-carbonyl]piperazin-1-yl]-N-[4-(2-phenylsulfanylethylamino)-3-(trifluoromethyl)phenyl]sulfonylpyridazine-3-carboxamide